tert.butyl methyl ether COC(C)(C)C